9-chloro-N-(2,2-difluoroethyl)-7-fluoro-N-(2-((1-methylcyclopropyl)ethynyl)pyridin-4-yl)-[1,2,4]triazolo[4,3-a]quinazolin-5-amine ClC=1C=C(C=C2C(=NC=3N(C12)C=NN3)N(C3=CC(=NC=C3)C#CC3(CC3)C)CC(F)F)F